diazahexadecyne N#CNCCCCCCCCCCCCC